C(C1=CC=CC=C1)OC=1C(=CC2=C(N=C(S2)NC(C(C2=CC=C(C=C2)S(=O)(=O)CC)OC2=CC=C(C=C2)C#N)=O)C1)OC N-(5-Benzyloxy-6-methoxy-benzothiazol-2-yl)-2-(4-cyano-phenoxy)-2-(4-ethanesulfonyl-phenyl)-acetamide